FC1=C(C(=O)O)C=C(C=C1)NC(=O)C1(CC1)C1=C(C=C(C=C1)C(F)(F)F)F fluoro-5-[({1-[2-fluoro-4-(trifluoromethyl)phenyl]cyclopropyl}carbonyl)amino]benzoic acid